dibenzo[b,i]thianthrene C1=CC=CC2=CC=3SC=4C=C5C(=CC4SC3C=C21)C=CC=C5